COC1=CC=C(C=2NC(=NC21)C)OC 4,7-dimethoxy-2-methyl-1H-benzo[d]imidazole